2,4,6-Trioxatriphosphorinane P1OPOPO1